Trimethylphosphonium tetrakis(phenyl)borat C1(=CC=CC=C1)[B-](C1=CC=CC=C1)(C1=CC=CC=C1)C1=CC=CC=C1.C[PH+](C)C